(R)-2-((tert-butoxycarbonyl)amino)-5-methylhex-5-enoic acid methyl ester COC([C@@H](CCC(=C)C)NC(=O)OC(C)(C)C)=O